5-bromo-4-methyl-2-(1H-pyrazol-3-yl)pyridine BrC=1C(=CC(=NC1)C1=NNC=C1)C